(3H-pyrrole-3-yl)propionic acid N1=CC(C=C1)C(C(=O)O)C